O1C[C@@H](CC1)OC1NC(C2=CC=CC=C12)=O 3-[(3R)-oxolan-3-yloxy]-2,3-dihydro-1H-isoindol-1-one